tert-butyl {2-[8-fluoro-5-methyl-7-(4,4,5,5-tetramethyl-1,3,2-dioxaborolan-2-yl) quinoline-2-carboxamido]ethyl}(methyl)carbamate FC=1C(=CC(=C2C=CC(=NC12)C(=O)NCCN(C(OC(C)(C)C)=O)C)C)B1OC(C(O1)(C)C)(C)C